NC1=CC=C(C=C1)C=1C=CC(=NC1)CC(=O)NCC1=CC=CC=C1 2-(5-(4-aminophenyl)pyridin-2-yl)-N-benzylacetamide